BrC=1C=C(C=CC1)C1=CC=C(C=C1)C(C1=CC=CC=C1)(C1=CC=CC=C1)C1=CC=C(C=C1)C1=CC(=CC=C1)Br bis(3'-bromo[1,1'-biphenyl]-4-yl)diphenylmethane